BrC=1C=CC=C2C(=CN(C12)COC)C1CC1 7-bromo-3-cyclopropyl-1-(methoxymethyl)-1H-indole